CC(CC1=CC=C(C=C1)O)C1=CC=C(C=C1)O 4,4'-(1-methylethylene)bisphenol